4-((2,4-dioxo-3-phenethyl-3,4-dihydroquinazolin-1(2H)-yl)methyl)-3-fluoro-N-hydroxybenzamide O=C1N(C2=CC=CC=C2C(N1CCC1=CC=CC=C1)=O)CC1=C(C=C(C(=O)NO)C=C1)F